FC1=C(C=CC(=C1)[N+](=O)[O-])N(C1CC(C1)CO)C (3-((2-fluoro-4-nitrophenyl)(methyl)amino)cyclobutyl)methanol